3-Benzyl-4,5,6,7-tetrahydrobenzo[d]thiazol-2(3H)-imine Hydrogen Bromide Br.C(C1=CC=CC=C1)N1C(SC2=C1CCCC2)=N